3-[4-(3-chlorophenyl)-1-piperazinylpropyl]-1,2,4-triazole ClC=1C=C(C=CC1)N1CCN(CC1)C(CC)C1=NNC=N1